4-(benzylthio)-2-chloro-6,7-dihydropyrido[2,3-d]pyrimidine-8(5H)-carboxylic acid tert-butyl ester C(C)(C)(C)OC(=O)N1CCCC2=C1N=C(N=C2SCC2=CC=CC=C2)Cl